FC=1C=C(CN)C=C(C1)C(F)(F)F 3-fluoro-5-(trifluoromethyl)benzylamine